1-(2-methoxyethyl)-6-methyl-1H-pyrazolo[3,4-b]pyrazine COCCN1N=CC=2C1=NC(=CN2)C